(R)-2-Methyl-N4-(1-methyl-3-((3,3,3-trifluoropropyl)carbamoyl)-1H-pyrazol-5-yl)-N1-((S)-11-oxo-2,3,10,11-tetrahydro-1H,5H-benzo[d]pyrazolo[1,2-a][1,2]diazepin-10-yl)succinamid C[C@@H](C(=O)N[C@H]1C2=C(CN3N(C1=O)CCC3)C=CC=C2)CC(=O)NC2=CC(=NN2C)C(NCCC(F)(F)F)=O